FC=1C=C(C=NC1C#N)C=1C=C(SC1)C=O 4-(5-fluoro-6-cyanopyridin-3-yl)-thiophene-2-carbaldehyde